2,6-bis(4-aminophenyl)pyridine NC1=CC=C(C=C1)C1=NC(=CC=C1)C1=CC=C(C=C1)N